(4-(bis(4H-benzo[d][1,3]dioxin-6-yl)methyl)piperazin-1-yl)(6-chloro-1H-benzo[d][1,2,3]triazol-1-yl)methanone O1COCC2=C1C=CC(=C2)C(N2CCN(CC2)C(=O)N2N=NC1=C2C=C(C=C1)Cl)C1=CC2=C(OCOC2)C=C1